FC(C(CC(=O)NN)C=1C=C(C=CC1)NC(OC(C)(C)C)=O)F tert-butyl N-[3-[1,1-difluoro-3-(hydrazinecarbonyl)propan-2-yl]phenyl]carbamate